OC(CC(=O)O)C D,L-β-Hydroxy-Butyric Acid